Methyl 4-((4-((5-cyclopropyl-1H-pyrazol-3-yl)amino)quinazolin-2-yl)amino)benzoate C1(CC1)C1=CC(=NN1)NC1=NC(=NC2=CC=CC=C12)NC1=CC=C(C(=O)OC)C=C1